2-oxo-2-(methylamino)ethyl acrylate C(C=C)(=O)OCC(NC)=O